9-hydroxy-N-((R)-4-methyl-1-(((S)-4-(methylamino)-3,4-dioxo-1-((S)-2-oxopyrrolidin-3-yl)butan-2-yl)amino)-1-oxopentan-2-yl)-9H-fluorene-9-carboxamide OC1(C2=CC=CC=C2C=2C=CC=CC12)C(=O)N[C@@H](C(=O)N[C@@H](C[C@H]1C(NCC1)=O)C(C(=O)NC)=O)CC(C)C